CC1=NN(C=C1NC1=NC=C(C(=N1)NCCCN1CCCOC2(CC2)C1=O)C(F)(F)F)C1CCN(CC1)C 8-(3-((2-((3-methyl-1-(1-methylpiperidin-4-yl)-1H-pyrazol-4-yl)amino)-5-(trifluoromethyl)pyrimidin-4-yl)amino)propyl)-4-oxa-8-azaspiro[2.6]nonan-9-one